1-(tert-butyl) 2-methyl (2S,4R)-4-fluoropyrrolidine-1,2-dicarboxylate F[C@@H]1C[C@H](N(C1)C(=O)OC(C)(C)C)C(=O)OC